C(N)(OC1CC(NC2=C(C1)C=C(C=C2)Cl)=S)=O (7-chloro-2-thioxo-2,3,4,5-tetrahydro-1H-1-benzazepin-4-yl) carbamate